1-cyano-N-(1-(3-cyanophenyl)-1H-imidazol-4-yl)-3-fluoropiperidine-3-carboxamide C(#N)N1CC(CCC1)(C(=O)NC=1N=CN(C1)C1=CC(=CC=C1)C#N)F